CC1(OB(OC1(C)C)C=1C=NC(NC1)(CC(=O)O)C(F)(F)F)C 5-(4,4,5,5-tetramethyl-1,3,2-dioxaborolan-2-yl)-2-(trifluoromethyl)pyrimidineAcetic Acid